ClCCCCCCCCCO 9-chloro-1-nonanol